ClC=1C(=CC(=C(C1)C(C)=O)O)C 1-(5-chloro-2-hydroxy-4-methylphenyl)ethan-1-one